(S)-1-(3-(trifluoromethyl)pyridin-2-yl)piperidin FC(C=1C(=NC=CC1)N1CCCCC1)(F)F